NC1=CC2=C(NC(=N2)C(F)(F)F)C(=C1)C(=O)NC1C(NC(CC1)=O)=O 5-amino-N-(2,6-dioxopiperidin-3-yl)-2-(trifluoromethyl)-1H-benzo[d]imidazole-7-carboxamide